6-(6-(1-(difluoromethyl)-1H-pyrazol-4-yl)-7-methoxyimidazo[1,2-b]pyridazin-3-yl)-N-((3S,4S)-4-fluoropiperidin-3-yl)pyridin-2-amine FC(N1N=CC(=C1)C=1C(=CC=2N(N1)C(=CN2)C2=CC=CC(=N2)N[C@H]2CNCC[C@@H]2F)OC)F